C(C)(=O)NCC1CCN(CC1)CC1=CC(=NC(=C1)C1=CC(=CC(=C1)Cl)Cl)OC=1C=CC(=NC1)N1CCN(CC1)C(CCC(=O)O)=O 4-(4-(5-((4-((4-(acetamidomethyl)piperidin-1-yl)methyl)-6-(3,5-dichlorophenyl)pyridin-2-yl)oxy)pyridin-2-yl)piperazin-1-yl)-4-oxobutanoic acid